O=C1NC(CCC1N1C(N(C2=C1C=CC(=C2)CCCOC2CCN(CC2)C(=O)OC(C)(C)C)C)=O)=O Tert-butyl 4-[3-[1-(2,6-dioxo-3-piperidyl)-3-methyl-2-oxo-benzimidazol-5-yl]-propoxy]piperidine-1-carboxylate